4-(2-Bromoacetyl)-3-(trifluoromethyl)benzoic acid methyl ester COC(C1=CC(=C(C=C1)C(CBr)=O)C(F)(F)F)=O